NC=1C=C(COCC=2C=C(C=C(C2)C(F)(F)F)NC(OC(C)(C)C)=O)C=C(C1OC)C1=NN(C=N1)C Tert-butyl (3-(((3-amino-4-methoxy-5-(1-methyl-1H-1,2,4-triazol-3-yl)benzyl)oxy)methyl)-5-(trifluoromethyl)phenyl)carbamate